1-ethyl-3-(2-hydroxyethyl)-2-methyl-4,9-dioxo-4,9-dihydro-1H-naphtho[2,3-d]imidazole C(C)N1C(N(C2=C1C(C1=CC=CC=C1C2=O)=O)CCO)C